4-bromo-2-(1H-imidazol-4-yl)pyridine BrC1=CC(=NC=C1)C=1N=CNC1